(E)-1-(3'-chlorophenyl)-2-bromoethylene ClC=1C=C(C=CC1)\C=C\Br